N[C@](C(=O)OC(C)C)(CC(C)(C)C1CC1)C1=CC=C(C=C1)B1OC(C(O1)(C)C)(C)C isopropyl (R)-2-amino-4-cyclopropyl-4-methyl-2-(4-(4,4,5,5-tetramethyl-1,3,2-dioxaborolan-2-yl)phenyl)pentanoate